C1(=CC=C(C=C1)NC(C(CC)N1N=CC(=C1)C=1C2=C(N=CN1)NC=C2)=O)C2=CC=CC=C2 N-biphenyl-4-yl-2-[4-(7H-pyrrolo[2,3-d]pyrimidin-4-yl)-1H-pyrazol-1-yl]butanamide